((2S,5R)-4-propenoyl-2,5-dimethylpiperazin-1-yl)-1-(2-ethyl-6-(methylsulfonyl)phenyl)-6-fluoro-7-(2-fluoro-6-hydroxyphenyl)pyrido[2,3-d]pyrimidin-2(1H)-one C(C=C)(=O)N1C[C@@H](N(C[C@H]1C)C=1C2=C(N(C(N1)=O)C1=C(C=CC=C1S(=O)(=O)C)CC)N=C(C(=C2)F)C2=C(C=CC=C2O)F)C